BrCC=1SC(=CN1)C=1OC(=NN1)C(F)F 2-[2-(Bromomethyl)-1,3-thiazol-5-yl]-5-(difluoromethyl)-1,3,4-oxadiazole